N-(3-(5-(5-(2,3-Dihydro-1H-inden-4-yl)-6-methoxy-1H-pyrazolo[4,3-b]pyridin-3-yl)pyridin-2-yl)cyclobutyl)-3-hydroxy-N-methylpropanamide C1CCC2=C(C=CC=C12)C1=C(C=C2C(=N1)C(=NN2)C=2C=CC(=NC2)C2CC(C2)N(C(CCO)=O)C)OC